(1H-7-azabenzotriazol-1-yloxy)tris(pyrrolidino)phosphonium hexafluorophosphate F[P-](F)(F)(F)(F)F.N1(N=NC2=C1N=CC=C2)O[P+](N2CCCC2)(N2CCCC2)N2CCCC2